C(=O)C=1C=C(C=CC1)C1=C(C=C(C(=O)N)C=C1)O 4-(3-formylphenyl)-3-hydroxybenzoamide